CC1(CCC=2C(=NN(C2C1)COCC[Si](C)(C)C)C=1N(C2=CC(=C(C=C2C1)F)C(=O)O)COCC[Si](C)(C)C)C 2-(6,6-dimethyl-1-{[2-(trimethylsilyl)ethoxy]methyl}-4,5,6,7-tetrahydro-1H-indazol-3-yl)-5-fluoro-1-{[2-(trimethylsilyl)ethoxy]methyl}-1H-indole-6-carboxylic acid